N-(5-((6-hydroxyspiro(3.3)heptan-2-yl)methoxy)-1,3,4-thiadiazol-2-yl)-5'-methoxy-2',6-dimethyl-(4,4'-bipyridine)-3-carboxamide OC1CC2(CC(C2)COC2=NN=C(S2)NC(=O)C=2C=NC(=CC2C2=CC(=NC=C2OC)C)C)C1